2-(4-bromophenoxy)-5-chloropyrimidine BrC1=CC=C(OC2=NC=C(C=N2)Cl)C=C1